C(C)N1C2=NC(=NC(=C2N=C1C1=CC=NC=C1)N1CCOCC1)C(=O)O 9-ethyl-6-morpholino-8-(pyridin-4-yl)-9H-purine-2-carboxylic acid